Cl.N[C@H](C(=O)NC1=CC=C2C=NN(C2=C1)C=1C=C(C=CC1)C)C (S)-2-amino-N-(1-(m-tolyl)-1H-indazol-6-yl)propanamide hydrochloride